N-(1-(3,5-difluoro-benzyl)-1H-indol-5-yl)acrylamide FC=1C=C(CN2C=CC3=CC(=CC=C23)NC(C=C)=O)C=C(C1)F